COC(NC1=CC=CC=C1)=O.COCC[N+](C)(CC)CC (2-methoxyethyl)diethylmethylammonium methyl-N-phenyl-carbamate